methyl (R)-8-bromo-9-(2-fluoro-5-((1-(3-fluoropropyl)pyrrolidin-3-yl)oxy)phenyl)-6,7-dihydro-5H-benzo[7]annulene-3-carboxylate BrC=1CCCC2=C(C1C1=C(C=CC(=C1)O[C@H]1CN(CC1)CCCF)F)C=CC(=C2)C(=O)OC